tert-Butyl 2-[1-[2-[2-(2-hydroxy-2-methyl-propyl)indazol-5-yl]-6-methyl-4-oxo-chromen-8-yl]ethyl amino]benzoate OC(CN1N=C2C=CC(=CC2=C1)C=1OC2=C(C=C(C=C2C(C1)=O)C)C(C)NC1=C(C(=O)OC(C)(C)C)C=CC=C1)(C)C